COC1(CC=C(CCN)C=C1)O 4-Methoxytyramine